OC1C(CC12CCN(CC2)C(=O)C2CCN(CC2)C(=O)N)C2N1C(C=3C=CC=CC23)=CN=C1 4-[3-hydroxy-2-(5H-imidazo[1,5-b]isoindol-5-yl)-7-azaspiro[3.5]nonane-7-carbonyl]piperidine-1-carboxamide